(3,5-di-tert-butyl-4-hydroxyphenyl)propionic acid n-octadecyl-carbonate C(CCCCCCCCCCCCCCCCC)OC(O)=O.C(C)(C)(C)C=1C=C(C=C(C1O)C(C)(C)C)C(C(=O)O)C